4-{4-[(1-Ethyl-1H-indol-4-yl)methyl]piperazin-1-yl}-6-fluoro-1-methyl-3-nitro-1,2-dihydrochinolin-2-on C(C)N1C=CC2=C(C=CC=C12)CN1CCN(CC1)C1=C(C(N(C2=CC=C(C=C12)F)C)=O)[N+](=O)[O-]